C(#N)C1=CC=C(C=C1)[C@@H](CN[C@@H]([C@@H]1CNC2=C(O1)N=CC(=C2)C(=O)NCC)C2=CC=CC=C2)C (3S)-3-[(R)-[[(2S)-2-(4-cyanophenyl)propyl]amino]-phenyl-methyl]-N-ethyl-2,3-dihydro-1H-pyrido[2,3-b][1,4]oxazine-7-carboxamide